(5-((1-(4-chlorophenoxy)cyclopropyl)ethynyl)-3-hydroxypyridyl)glycine ClC1=CC=C(OC2(CC2)C#CC=2C=C(C(=NC2)NCC(=O)O)O)C=C1